C1(=CC=CC=C1)OC(=O)N1C[C@@H](CCC1)C1=CC=CC=C1 Phenyl-(S)-3-phenyl-piperidine-1-carboxylate